1-ethyl-2,3-dimethylimidazole bis(trifluoromethylsulfonyl)imide salt [N-](S(=O)(=O)C(F)(F)F)S(=O)(=O)C(F)(F)F.C(C)N1C(N(C=C1)C)C